NC=1C=CC(=NC1C)C=1C=NN(C1CNC1=NC=CC(=N1)OC(C)C)C N-((4-(5-amino-6-methylpyridin-2-yl)-1-methyl-1H-pyrazol-5-yl)methyl)-4-isopropoxypyrimidin-2-amine